(R)-7-((6-((dimethylamino)-methyl)-5-(2-(2-hydroxypropan-2-yl)morpholino)pyridin-2-yl)amino)-4-(7-fluoroimidazo[1,2-a]pyridin-3-yl)isoindolin-1-one CN(C)CC1=C(C=CC(=N1)NC=1C=CC(=C2CNC(C12)=O)C1=CN=C2N1C=CC(=C2)F)N2C[C@@H](OCC2)C(C)(C)O